triphenylphosphine tetrakis(pentafluorophenyl)borate tert-butyl-2-chloro-5-methyl-7,8-dihydro-1,6-naphthyridine-6(5H)-carboxylate C(C)(C)(C)OC(=O)N1C(C=2C=CC(=NC2CC1)Cl)C.FC1=C(C(=C(C(=C1[B-](C1=C(C(=C(C(=C1F)F)F)F)F)(C1=C(C(=C(C(=C1F)F)F)F)F)C1=C(C(=C(C(=C1F)F)F)F)F)F)F)F)F.C1(=CC=CC=C1)P(C1=CC=CC=C1)C1=CC=CC=C1